CC=1CC(NN1)=O 5-methyl-2,4-dihydro-3H-pyrazol-3-one